oxa[4,7,10,14]tetraazacycloheptadecine-11-carboxamide O1C=CN=CC=NC=CN=C(C=CN=CC=C1)C(=O)N